OC=1C=C(C=C(C1C)O)C(CCCCCCCCC)=O 1-(3,5-dihydroxy-4-methylphenyl)-1-decanone